7-(4-chloro-butyloxy)-1H-quinoline ClCCCCOC1=CC=C2C=CCNC2=C1